CN(C1CCN(CC1)C1=CC=C(C=C1)NC=1N=C(C2=C(N1)NC=C2C(=O)C2=CC=C(C=C2)F)NC2CCC(CC2)CO)C (2-((4-(4-(dimethylamino)piperidin-1-yl)phenyl)amino)-4-(((1s,4s)-4-(hydroxymethyl)cyclohexyl)amino)-7H-pyrrolo[2,3-d]pyrimidin-5-yl)(4-fluorophenyl)methanone